C(C)(C)(C)OC(=O)N1CCOCC(C1)=CC#N.FC1=C(N)C=C(C(=C1)OC)OCC1=CC=CC2=C1N=C(O2)C 2-fluoro-4-methoxy-5-[(2-methyl-1,3-benzoxazol-4-yl)methoxy]aniline tert-butyl-6-(cyanomethylene)-1,4-oxazepane-4-carboxylate